C(C(=C)C)(=O)O.C(C(=C)C)(=O)O.OCC1OC(OC1)=O Glycerol Carbonate Dimethacrylate